1,5,7-trimethyl-4-oxo-N-[rac-(1S,3S)-3-phenylcyclohexyl]-4,5-dihydro-1H-pyrrolo[3,2-c]pyridine-3-carboxamide CN1C=C(C=2C(N(C=C(C21)C)C)=O)C(=O)N[C@@H]2C[C@H](CCC2)C2=CC=CC=C2 |r|